Cl.N[C@@H]1[C@@H](CC2=CC=CC=C12)NC(=O)C1=CN(CCS1)C=1C2=C(N=CN1)NC=C2 N-((1S,2R)-1-amino-2,3-dihydro-1H-inden-2-yl)-4-(7H-pyrrolo[2,3-d]pyrimidin-4-yl)-3,4-dihydro-2H-1,4-thiazine-6-carboxamide hydrochloride